difluoro-1-(4-methyl-4H-1,2,4-triazol-3-yl)propan FC(CC)(C1=NN=CN1C)F